2-PYRIDIN-2-YL-1H-IMIDAZOLE-4-CARBALDEHYDE N1=C(C=CC=C1)C=1NC=C(N1)C=O